2,6'-difluoro-5,3'-bis(trifluoromethyl)-3,5'-diaminobiphenyl FC1=C(C=C(C=C1N)C(F)(F)F)C1=CC(=CC(=C1F)N)C(F)(F)F